5-[3-acetamido-4,5-diacetoxy-6-(acetoxymethyl)tetrahydropyran-2-yl]oxypentanoic acid C(C)(=O)NC1C(OC(C(C1OC(C)=O)OC(C)=O)COC(C)=O)OCCCCC(=O)O